C(C)(C)(C)OC(=O)NC/C=C/S(=O)(=O)C1CCN(CC1)C(=O)OCC[Si](C)(C)C (E)-2-(trimethylsilyl)ethyl 4-((3-((tert-butoxycarbonyl)amino)prop-1-en-1-yl)sulfonyl)piperidine-1-carboxylate